Cl.NCCN(CC(=O)OCC)C=1C=NN2C1C=CC(=C2)C=2C=NN(C2)C ethyl N-(2-aminoethyl)-N-(6-(1-methyl-1H-pyrazol-4-yl)pyrazolo[1,5-a]pyridin-3-yl)glycinate hydrochloride